FC1=C(OC2=C(C=C(C=C2)NS(=O)(=O)CCC)C2=CC(=NC(=C2)C)C)C=CC(=C1)F N-(4-(2,4-Difluorophenoxy)-3-(2,6-dimethylpyridin-4-yl)phenyl)propane-1-sulfonamide